7-(4-fluorophenyl)-2-[(3-fluoropyridin-2-yl)methyl]-8-(quinolin-6-yl)-[1,2,4]Triazolo[1,5-c]Pyrimidin FC1=CC=C(C=C1)C1=C(C=2N(C=N1)N=C(N2)CC2=NC=CC=C2F)C=2C=C1C=CC=NC1=CC2